[2-(3-ethylsulfonyl-2-pyridyl)-1,3-benzoxazol-5-yl]-oxo-(2,2,2-trifluoroethylimino)-(trifluoromethyl)-λ6-sulfane C(C)S(=O)(=O)C=1C(=NC=CC1)C=1OC2=C(N1)C=C(C=C2)S(C(F)(F)F)(=NCC(F)(F)F)=O